COC1=CC=C(C=C1)C1=CC(=C(N1C)C)C(=O)O 5-(4-methoxyphenyl)-1,2-dimethyl-1H-pyrrole-3-carboxylic acid